C(C1=CC=CC=C1)C1(CN(CC1)S(=O)(=O)C=1C=NN(C1)CCC)C=1C=C2C=NN(C2=CC1OC)C1=CC=C(C=C1)F 5-(3-benzyl-1-((1-propyl-1H-pyrazol-4-yl)sulfonyl)pyrrolidin-3-yl)-1-(4-fluorophenyl)-6-methoxy-1H-indazole